2-(4-(5-chloro-2-(4-chloro-1H-1,2,3-triazol-1-yl)phenyl)-2,5-dioxapiperazin-1-yl)-3-(1-(difluoromethyl)-1H-pyrazol-3-yl)-N-(2-methyl-2H-indazol-5-yl)propanamide ClC=1C=CC(=C(C1)N1CON(CO1)C(C(=O)NC1=CC2=CN(N=C2C=C1)C)CC1=NN(C=C1)C(F)F)N1N=NC(=C1)Cl